CN(S(=O)(=O)C)C1=C(C(=O)NC=2N=NC(=CC2)S(=O)(=O)N2CCNCC2)C=CC=C1 2-(N-methylmethylsulfonamido)-N-(6-(piperazin-1-ylsulfonyl)pyridazin-3-yl)benzamide